t-butyl 4-chloro-3-(chloromethyl)-2-butenoate ClCC(=CC(=O)OC(C)(C)C)CCl